3-[2-(5-methoxy-2-pyridinebenzoyl)-1,2,3,4-tetrahydroisoquinolin-5-yl]-3-(7-methoxy-1-methyl-1H-benzo[d][1,2,3]triazol-5-yl)propionic acid ethyl ester C(C)OC(CC(C1=CC2=C(N(N=N2)C)C(=C1)OC)C1=C2CCN(CC2=CC=C1)C(C1=CC=CC=C1C1=NC=C(C=C1)OC)=O)=O